NC(CO)C1CCN(CC1)S(=O)(=O)C 2-amino-2-(1-(methylsulfonyl)piperidin-4-yl)ethan-1-ol